N1=C(C=CC=C1)C=1N=C(SC1C(=O)O)NC1=NC=CC(=C1)C(F)(F)F 4-(pyridin-2-yl)-2-((4-(trifluoromethyl)pyridin-2-yl)amino)thiazole-5-carboxylic acid